C(C1CO1)N(C1=CC=C(C=C1)C(C(F)(F)F)(C(F)(F)F)C1=CC=C(C=C1)N(CC1CO1)CC1CO1)CC1CO1 N,N,N',N'-tetraglycidyl-2,2-bis(4-aminophenyl)hexafluoropropane